3-[(1R)-1-amino-3-(oxan-4-yl)propyl]pyridin-2-amine N[C@H](CCC1CCOCC1)C=1C(=NC=CC1)N